S(=O)(=O)(O)OC1=NC(=NC(=C1N)N)N 2,5,6-TRIAMINO-4-PYRIMIDINOL SULPHATE